6-chloro-4-{4-[(2-methoxyphenyl)methyl]piperazin-1-yl}-1-methyl-2-oxo-1,2-dihydro-1,5-naphthyridine ClC=1N=C2C(=CC(N(C2=CC1)C)=O)N1CCN(CC1)CC1=C(C=CC=C1)OC